tertbutyl 3'-oxospiro[azetidine-3,2'-bicyclo[3.1.0]hexane]-1-carboxylate O=C1C2(C3CC3C1)CN(C2)C(=O)OC(C)(C)C